ClC=1C=C2C=NN(C2=C(C1)C(=O)O)CC=1C=NC(=NC1)C1=CC(=C(C=C1)OC)F 5-chloro-1-((2-(3-fluoro-4-methoxyphenyl)pyrimidin-5-yl)methyl)-1H-indazole-7-carboxylic acid